methanoic acid-2-methylpropane-2-yl ester CC(C)(C)OC=O